FC1=CC(=C(C(=C1)C(C)C)NC(=O)NS(=O)(=O)N1CC(N(C(C1)C)C)C)C(C)C N-((4-Fluoro-2,6-diisopropylphenyl)carbamoyl)-3,4,5-trimethylpiperazin-1-sulfonamid